ClC1=CC(=C(N=N1)NC1C[C@H]2CC[C@@H](C1)N2C(=O)OC(C)(C)C)CCC(=O)OC tert-butyl (1R,3S,5S)-3-((6-chloro-4-(3-methoxy-3-oxopropyl)pyridazin-3-yl)amino)-8-azabicyclo[3.2.1]octane-8-carboxylate